S1C=NC(=C1)CNC=1C(C(C1NCC1=NC=C(C=C1)C1=NOC(=N1)C(F)(F)F)=O)=O 3-((thiazol-4-ylmethyl)amino)-4-(((5-(5-(trifluoromethyl)-1,2,4-oxadiazol-3-yl)pyridin-2-yl)methyl)amino)cyclobut-3-ene-1,2-dione